NCC1=CC=C(C=C1)CNC1=CC(=NN1C(=O)C1=COC(=C1)C)C1C(N(CCC1)C(=O)N(C)C)=O 3-[5-({[4-(aminomethyl)phenyl]methyl}amino)-1-(5-methylfuran-3-carbonyl)-1H-pyrazol-3-yl]-N,N-dimethyl-2-oxopiperidine-1-carboxamide